CN1CCN(CC1)C(=O)OC1=CC=2CN(CCC2S1)[C@H](C(=O)OC)C1=C(C=CC=C1)Cl (S)-5-(1-(2-chlorophenyl)-2-methoxy-2-oxoethyl)-4,5,6,7-tetrahydrothieno[3,2-c]pyridin-2-yl 4-methylpiperazine-1-carboxylate